NC=1C(=CC2=C(CC(O2)(C(=O)N(C)C)C)C1)N1CCOCC1 5-Amino-N,N,2-trimethyl-6-morpholino-2,3-dihydrobenzofuran-2-carboxamide